ClC(OC1=CC=C(C=C1)NC(=O)C1=CC2=C(N(C(=N2)OC)C(C)C)C(=C1)C=1C=NC=NC1)(F)F N-(4-(chlorodifluoromethoxy)phenyl)-1-isopropyl-2-methoxy-7-(pyrimidin-5-yl)-1H-benzo[d]Imidazole-5-carboxamide